S-Formylglutathion C(=O)SC[C@H](NC(CC[C@H](N)C(=O)O)=O)C(=O)NCC(=O)O